CC1C(CC(C1)OC)OC 4-methyl-1,3-dimethoxycyclopentane